(1r,4r)-4-(3-fluoro-6-iodo-2-methylphenyl)cyclohexan-1-ol FC=1C(=C(C(=CC1)I)C1CCC(CC1)O)C